tert-butyl ((1R,2R)-2-hydroxycyclopentyl)carbamate O[C@H]1[C@@H](CCC1)NC(OC(C)(C)C)=O